N1=C(C=CC=2CCCNC12)CCCCO[C@H]1CN(CC1)C(C(=O)O)C1=C(C=CC=C1)C1CCOCC1 2-((R)-3-(4-(5,6,7,8-tetrahydro-1,8-naphthyridin-2-yl)butoxy)pyrrolidin-1-yl)-2-(2-(tetrahydro-2H-pyran-4-yl)phenyl)acetic acid